CNC(C1=C(C=CC=C1)SC1=CC=C2C(=NNC2=C1)C#CC1=NC=CC(=C1)OCCN1CCCC1)=O N-methyl-2-{[3-(2-{4-[2-(pyrrolidin-1-yl)ethoxy]pyridin-2-yl}ethynyl)-1H-indazol-6-yl]thio}benzamide